7-(7-(5,6-dimethyl-1H-indazol-4-yl)-8-fluoro-2-((hexahydro-1H-pyrrolizin-7a-yl)methoxy)pyrido[4,3-d]pyrimidin-4-yl)-2-thia-1,3,7-triazaspiro[4.5]decane 2,2-dioxide CC=1C(=C2C=NNC2=CC1C)C1=C(C=2N=C(N=C(C2C=N1)N1CC2(CNS(N2)(=O)=O)CCC1)OCC12CCCN2CCC1)F